spiro[oxetane-3,5'-quinolin]-8'-one N1=CC=CC=2C3(C=CC(C12)=O)COC3